4-chloronaphthol C1=CC=C2C(=C1)C(=CC=C2Cl)O